4-(3-(3-chloro-3-methyl-2-oxoindolin-1-yl)-4-fluorobenzyl)-7-fluorophthalazin-1(2H)-one ClC1(C(N(C2=CC=CC=C12)C=1C=C(CC2=NNC(C3=CC(=CC=C23)F)=O)C=CC1F)=O)C